FC(OC=1C=C(C=CC1)CC(=O)NC1=CC=C(N=N1)CCCCC1=NN=C(S1)NC(C)=O)(F)F N-(5-(4-(6-(2-(3-(trifluoromethoxy)phenyl)acetamido)pyridazin-3-yl)butyl)-1,3,4-thiadiazol-2-yl)acetamide